8-bromo-6-methyl-2H-3,1-benzoxazine-2,4(1H)-dione BrC1=CC(=CC=2C(OC(NC21)=O)=O)C